(R)-2-chloro-N-(2-(2-hydroxy-prop-2-yl)-6-(trifluoromethyl)pyridin-4-yl)-8-methyl-8-(trifluoromethyl)-7,8-dihydro-6H-pyrazolo[1,5-a]pyrrolo[2,3-e]pyrimidine-6-carboxamide ClC1=NN2C(N=CC3=C2[C@@](CN3C(=O)NC3=CC(=NC(=C3)C(F)(F)F)C(C)(C)O)(C(F)(F)F)C)=C1